COC1=CC(=CC(=C1)CCC1=CC=CC=C1)OC 1,3-dimethoxy-5-phenethyl-benzene